aluminum tributylammonium C(CCC)[NH+](CCCC)CCCC.[Al+3]